2,4-dimethoxy-6-(4-methoxystyryl)benzaldehyde COC1=C(C=O)C(=CC(=C1)OC)C=CC1=CC=C(C=C1)OC